FC1=C(C(=CC=C1)F)C1=C(C=CC=C1)[C@H]1[C@@H](C1)C(=O)N1C[C@H](C[C@H](C1)F)NS(=O)(=O)C N-{(3S,5R)-1-[(1R,2R)-2-(2',6'-difluoro[1,1'-biphenyl]-2-yl)cyclopropane-1-carbonyl]-5-fluoropiperidin-3-yl}methanesulfonamide